4-(1-(4-(5-(difluoromethyl)-1,3,4-oxadiazol-2-yl)-2,6-difluorobenzyl)-1H-1,2,3-triazol-4-yl)aniline FC(C1=NN=C(O1)C1=CC(=C(CN2N=NC(=C2)C2=CC=C(N)C=C2)C(=C1)F)F)F